C(C)(C)(C)OC1=C(C=C(C=C1)CCC(=O)O)F 3-(4-(tert-butoxy)-3-fluorophenyl)propionic acid